(S)-6-(5-(5-amino-3-methylpyrazin-2-yl)-1H-imidazol-2-yl)-2-(3-chloro-2-fluoro-6-(1H-tetrazol-1-yl)phenyl)-8-methyl-7,8-dihydropyrrolo[1,2-a]pyrimidin-4(6H)-one 1-oxide NC=1N=C(C(=NC1)C1=CN=C(N1)[C@@H]1CC(C=2N1C(C=C([N+]2[O-])C2=C(C(=CC=C2N2N=NN=C2)Cl)F)=O)C)C